ClC1=C(C=CC=C1S)N=S1(CCCCC1)=O 1-((2-chloro-3-mercaptophenyl)imino)hexahydro-1λ6-thiopyran 1-oxide